COC1=C(C=C(C=C1)C(F)(F)F)[C@@H](C)N |r| (±)-1-(2-methoxy-5-(trifluoromethyl)phenyl)ethan-1-amine